(5S)-2-(2,5-dimethyl-1,3-oxazole-4-carbonyl)-9,9-dimethyl-8-oxo-2-azaspiro[4.5]dec-6-ene-7-carbonitrile CC=1OC(=C(N1)C(=O)N1C[C@@]2(CC1)C=C(C(C(C2)(C)C)=O)C#N)C